C1(=CC=CC=C1)[C@@H](C)NC1=C2C(NC=N1)=NC(=C2)C2=CC=C(C=C2)O (R)-4-[4-[(1-phenylethyl)amino]-1H-pyrrolo[2,3-d]pyrimidin-6-yl]-phenol